1-(2-{[(tert-butoxy)carbonyl]amino}ethyl)-3-(trifluoromethyl)-1H-pyrazole-4-carboxylic acid C(C)(C)(C)OC(=O)NCCN1N=C(C(=C1)C(=O)O)C(F)(F)F